[N+](=O)([O-])C1=C(C=CC=C1)N1CCNCC1 4-(2-nitrophenyl)piperazine